(3-((4-ethylphenyl)sulfonyl)-6-(trifluoromethoxy)quinolin-4-yl)piperidine-4-carboxylate C(C)C1=CC=C(C=C1)S(=O)(=O)C=1C=NC2=CC=C(C=C2C1OC(=O)C1CCNCC1)OC(F)(F)F